ethyl 2-((1-(tert-butoxycarbonyl) piperidin-4-yl) amino)-5H-pyrrolo[2,3-b]pyrazine-7-carboxylate C(C)(C)(C)OC(=O)N1CCC(CC1)NC=1N=C2C(=NC1)NC=C2C(=O)OCC